FC1=C2C=CC(C2=CC=C1)(C(=O)O)CO 4-fluoro-1-(hydroxymethyl)indene-1-carboxylic acid